2-(5-(benzyloxy)-1-methyl-1H-pyrazol-4-yl)-5-methylpyrimidin-4-amine C(C1=CC=CC=C1)OC1=C(C=NN1C)C1=NC=C(C(=N1)N)C